FC(C=1C=CC(=NC1)C1=CC(=C2C=NC(=NN21)N[C@H]2[C@@H](CN(CC2)S(=O)(=O)C)O)F)F (3R,4R)-4-((7-(5-(difluoromethyl)pyridin-2-yl)-5-fluoropyrrolo[2,1-f][1,2,4]triazin-2-yl)amino)-1-(methylsulfonyl)piperidin-3-ol